N1-((2S)-1-((2-(4-(2-((4-chlorophenyl)amino)-2-oxoacetamido)-1-azaspiro[5.5]undecan-1-yl)ethyl)amino)-5-guanidino-1-oxopentan-2-yl)-N4-(2,5,8,11,14-pentaoxahexadecan-16-yl)succinamide ClC1=CC=C(C=C1)NC(C(=O)NC1CCN(C2(C1)CCCCC2)CCNC([C@H](CCCNC(=N)N)NC(CCC(=O)NCCOCCOCCOCCOCCOC)=O)=O)=O